allyl-benzene sulfide C(C=C)C12C(C=CC=C1)S2